FC1=CC=C2C=CN(C2=C1)CC#CC1=CC=C(C=C1)C 6-fluoro-1-(3-(p-tolyl)prop-2-yn-1-yl)-1H-indole